BrC1=CC=C(C=C1)[C@]12[C@](C3=NC=C(C=C3O1)OC)([C@@H]([C@@H]([C@H]2C2=CC=CC=C2)C(=O)OC)O)O |r| rac-methyl (5aR,6S,7R,8R,8aS)-5a-(4-bromophenyl)-8,8a-dihydroxy-3-methoxy-6-phenyl-5a,7,8,8a-tetrahydro-6H-cyclopenta[4,5]furo[3,2-b]pyridine-7-carboxylate